The molecule is a dicarboxylic acid that is 2-hydroxyhepta-2,4-diene in which the two terminal methyl groups are replaced by carboxy groups (the 2Z,4E-geoisomer). It has a role as a mouse metabolite. It is an enol and a polyunsaturated dicarboxylic acid. It is a conjugate acid of a 2-hydroxyhepta-2,4-dienedioate. It is a tautomer of a 2-oxohept-4-ene-1,7-dioic acid. C(/C=C/C=C(/C(=O)O)\\O)C(=O)O